ethyl (6R)-6-[4-[3-[3-ethoxy-1-(nitromethyl)-3-oxo-propyl]-2-pyridyl]piperazin-1-yl]-2-azaspiro[3.4]octane-2-carboxylate C(C)OC(CC(C[N+](=O)[O-])C=1C(=NC=CC1)N1CCN(CC1)[C@H]1CC2(CN(C2)C(=O)OCC)CC1)=O